(R)-N-(3-(N-(2-((tert-butyldimethylsilyl)oxy)acetyl)-S-methylsulfonimidoyl)phenyl)-2-(4,4-difluoroazepan-1-yl)-4-methyl-5-(trifluoromethyl)nicotinamide [Si](C)(C)(C(C)(C)C)OCC(=O)N=[S@@](=O)(C)C=1C=C(C=CC1)NC(C1=C(N=CC(=C1C)C(F)(F)F)N1CCC(CCC1)(F)F)=O